FC(O[C@@H](C)C1=CC=C(C=C1)[S@](=O)(N)=NC(NC1=C2CCCC2=CC=2CCCC12)=O)F |&1:11| (S,S) and (R,S)-4-(1-(difluoromethoxy)ethyl)-N'-((1,2,3,5,6,7-hexahydro-s-indacen-4-yl)carbamoyl)benzenesulfonimidamide